2-(4-fluorophenyl)-4-[4-(methanesulfonyl)-2-methoxyphenyl]-2,3-dihydro-1H-pyrrolo[3,4-c]pyridin-1-one FC1=CC=C(C=C1)N1CC=2C(=NC=CC2C1=O)C1=C(C=C(C=C1)S(=O)(=O)C)OC